2,2'-dihydroxy-3,3'-biphenyl OC1=CC=CC=C1C=1C(=CC=CC1)O